NC1CCN(CC1)C(C(=O)NC1CC1)=O 2-(4-amino-1-piperidyl)-N-cyclopropyl-2-oxo-acetamide